N[C@@H](C)C1=CC(=C(C(=O)O)C=C1)OC (S)-4-(1-aminoethyl)-2-methoxybenzoic acid